2-methyl-6-morpholinomethylthioxanthone CC1=CC=2C(C3=CC=C(C=C3SC2C=C1)CN1CCOCC1)=O